BrC1C(N(CC1)C1=C2CN(CC2=CC=C1)C(=O)OC(C)(C)C)=O tert-butyl 4-(3-bromo-2-oxo-pyrrolidin-1-yl)isoindoline-2-carboxylate